1-(4-bromophenyl)-2,2-difluoro-ethanone BrC1=CC=C(C=C1)C(C(F)F)=O